FC(CN1N=CC=2C1=NC(=CN2)N2CC(CC(C2)COC=2C(=NC=CC2)C(F)(F)F)OC(F)F)F 1-(2,2-difluoroethyl)-6-(3-(difluoromethoxy)-5-(((2-(trifluoromethyl)pyridin-3-yl)oxy)methyl)piperidin-1-yl)-1H-pyrazolo[3,4-b]pyrazine